FC=1C=C2C=C(C(NC2=CC1)=O)C=1N=NN(C1)C1=CC=C(C(=O)NCC2CCN(CC2)C)C=C1 4-[4-(6-fluoro-2-oxo-1,2-dihydro-quinolin-3-yl)-[1,2,3]triazol-1-yl]-N-(1-methyl-piperidin-4-ylmethyl)-benzamide